4-[(2-oxo-1,2-dihydroquinolin-7-yl)oxy]butylpyrrolidine O=C1NC2=CC(=CC=C2C=C1)OCCCCN1CCCC1